NC=1C(=NC(=C(N1)F)Cl)C=1C=C2CCNC(C2=CC1)=O 6-(3-amino-6-chloro-5-fluoropyrazin-2-yl)-3,4-dihydroisoquinolin-1(2H)-one